diisopropyl peroxide terephthalate C(C1=CC=C(C(=O)O)C=C1)(=O)O.C(C)(C)OOC(C)C